[3,5-bis(prop-1-en-2-yl)thiophen-2-yl]carbamic acid tert-butyl ester C(C)(C)(C)OC(NC=1SC(=CC1C(=C)C)C(=C)C)=O